1,4-diaza-1,3-butadien N=CC=N